CC(C)(C)S(=O)(=O)N[C@@H]1C=2C(=NC=CC2)CC12CCN(CC2)C(=O)OC(C)(C)C tert-butyl (S)-5-((1,1-dimethylethyl)sulfonamido)-5,7-dihydrospiro[cyclopenta[b]pyridine-6,4'-piperidine]-1'-carboxylate